tert-butyl ((1r,4r)-4-(2-(1H-imidazol-1-yl)-5H-pyrrolo[3,2-d]pyrimidine-4-carboxamido)cyclohexyl)carbamate N1(C=NC=C1)C=1N=C(C2=C(N1)C=CN2)C(=O)NC2CCC(CC2)NC(OC(C)(C)C)=O